C(C1=CC=CC=C1)OC1=CC=C(C=N1)C1=CC=2C(=NC=CC2Cl)N1 2-(6-(Benzyloxy)pyridin-3-yl)-4-chloro-1H-pyrrolo[2,3-b]pyridine